N-((4-(6-(6-(Difluoromethyl)imidazo[1,2-b]pyridazin-3-yl)pyrimidin-4-yl)-1,6-dimethylpiperazin-2-yl)methyl)methanesulfonamide FC(C=1C=CC=2N(N1)C(=CN2)C2=CC(=NC=N2)N2CC(N(C(C2)C)C)CNS(=O)(=O)C)F